COC(=O)[C@H]1N(C[C@@H]2[C@@H]3CC4([C@H]([C@H]12)C3)CC4)C([C@H](C(C)(C)C)NC(=O)OC(C)(C)C)=O (1'S,2'R,5'S,6'S,7'S)-4'-[(2S)-2-[(tert-butoxycarbonyl)amino]-3,3-dimethylbutyryl]-4'-azaspiro[cyclopropane-1,8'-tricyclo[5.2.1.0{2,6}]decane]-5'-carboxylic acid methyl ester